2-fluoro-3-[4-(4-fluoro-3-methoxyphenoxy)pyrimidin-2-yl]phenol FC1=C(C=CC=C1C1=NC=CC(=N1)OC1=CC(=C(C=C1)F)OC)O